C(C)(C)C1C(C2CCC1C2)N 3-isopropylbicyclo[2.2.1]heptan-2-amine